Cl.FC1=CC=CC2=C1C1=C3C(CCNC3C2)=CC=C1OC 11-fluoro-1-methoxy-5,6,6a,7-tetrahydro-4H-dibenzo[de,g]quinoline hydrochloride